ClC=1C=C(OC2=CC=C(C=C2)C2C(=NN(C(C2)=O)C)C(=O)N)C=CC1 (4-(3-chlorophenoxy)phenyl)-1-methyl-6-oxo-1,4,5,6-tetrahydropyridazine-3-carboxamide